(1s,4s)-4-((4-(methoxy-d3)-5-(1-methyl-1H-benzo[d][1,2,3]triazol-6-yl)-7H-pyrrolo[2,3-d]pyrimidin-2-yl)amino)-1-methylcyclohexan-1-ol C(OC=1C2=C(N=C(N1)NC1CCC(CC1)(O)C)NC=C2C=2C=CC1=C(N(N=N1)C)C2)([2H])([2H])[2H]